C(C)C(C[NH2+]CC(CCCC)CC)CCCC di(2-ethylhexyl)ammonium